C1(=CC=CC=C1)C1=CC=C(C=N1)N (6-phenyl-pyridin-3-yl)-amine